CN1N=NC(=C1NC(O[C@H](C)C=1C(=NC=CC1)C=C)=O)C1=NC(=C(C=C1)NS(=O)(=O)C)C (R)-1-(2-vinyl-pyridin-3-yl)ethyl (1-methyl-4-(6-methyl-5-(methyl-sulfonamido)pyridin-2-yl)-1H-1,2,3-triazol-5-yl)carbamate